(23S)-2α,3α-dihydroxy-23-ethyl-5α-cholan-6-one O[C@H]1[C@H](C[C@@H]2C(C[C@H]3[C@@H]4CC[C@H]([C@@H](C[C@@H](C)CC)C)[C@]4(CC[C@@H]3[C@]2(C1)C)C)=O)O